C1(=CC(=CC=C1)[C@H]1C[C@H](NC1)C(=O)OC)C methyl (2S,4R)-4-(m-tolyl)pyrrolidine-2-carboxylate